(S)-4-(5-chloro-2-((1-methyl-1H-pyrazol-5-yl)amino)pyrimidin-4-yl)-N-(1-(3-chloro-5-fluorophenyl)-2-hydroxyethyl)oxazole-2-carboxamide ClC=1C(=NC(=NC1)NC1=CC=NN1C)C=1N=C(OC1)C(=O)N[C@H](CO)C1=CC(=CC(=C1)F)Cl